C(C)(C)(C)NC1=CC2=C(C(=N1)Cl)CCO2 N-(tert-butyl)-4-chloro-2,3-dihydrofuro[3,2-c]pyridin-6-amine